2-methyl-2-benzyl-1,3-dimethoxypropane CC(COC)(COC)CC1=CC=CC=C1